FC(C(=O)O)(F)F.CN methanamine, trifluoroacetate salt